C(CCC)OC(=O)C1CCC(CC1)C(=O)OCCCC 1,4-cyclohexanedicarboxylic acid di-n-butyl ester